C1(=CC(=CC=C1)CC(C(=O)N)N=[N+]=[N-])CC(C(=O)N)N=[N+]=[N-] (1,3-phenylenebismethylene)bis(2-azidoacetamide)